NC1=NC2=C(C=3N1N=C(N3)C=3OC=CC3)C=NN2C(C(=O)N[C@@H]2C[C@@H](CCC2)O)(C)C2=CC=CC=C2 2-(5-amino-2-(furan-2-yl)-7H-pyrazolo[4,3-e][1,2,4]triazolo[1,5-c]pyrimidin-7-yl)-N-((1S,3R)-3-hydroxycyclohexyl)-2-phenylpropanamide